N-dodecylhexane-1,6-diamine C(CCCCCCCCCCC)NCCCCCCN